N1=CC=C(C=C1)C1=NOC(=C1)C(C)=O 1-[3-(4-Pyridinyl)isoxazol-5-yl]ethanone